BENZO(k)FLUORANTHENE C1=CC=C2C=CC=C3C=4C=C5C(=CC4C1=C32)C=CC=C5